ethyl (2-cyano-2-(2-(3,5-dichloro-4-((2'-oxospiro[cyclobutane-1,3'-indolin]-5'-yl)oxy)phenyl)hydrazineylidene)acetyl)carbamate C(#N)C(C(=O)NC(OCC)=O)=NNC1=CC(=C(C(=C1)Cl)OC=1C=C2C3(C(NC2=CC1)=O)CCC3)Cl